3-(2-amino-[1,2,4]triazolo[1,5-a]pyridin-7-yl)-N-(3-(3,4-difluorophenyl)-2,2-difluoro-3-hydroxypropyl)-2-fluoro-6-methylbenzamide NC1=NN2C(C=C(C=C2)C=2C(=C(C(=O)NCC(C(O)C3=CC(=C(C=C3)F)F)(F)F)C(=CC2)C)F)=N1